acetic acid 4-chloro-6,7-dihydro-5H-cyclopenta[b]pyridin-7-yl ester ClC1=C2C(=NC=C1)C(CC2)OC(C)=O